2-Chloro-N-[(2R)-2,3-dihydroxypropyl]acetamide ClCC(=O)NC[C@H](CO)O